2'-chloro-3'-fluoro-N-(5-(((1R,3R)-3-hydroxycyclohexyl)oxy)-1,3,4-thiadiazol-2-yl)-5'-methoxy-6-methyl-(4,4'-bipyridine)-3-carboxamide ClC1=NC=C(C(=C1F)C1=C(C=NC(=C1)C)C(=O)NC=1SC(=NN1)O[C@H]1C[C@@H](CCC1)O)OC